C1C[C@H](O[C@@H]1COP(=O)(O)O[C@H]2C[C@H](O[C@@H]2COP(=O)(O)O)O)O The molecule is a 2-deoxyribose bisphosphate that is 2-deoxy-alpha-D-ribofuranose 3,5-bisphosphate in which the phosphate group at position 3 is esterfied by a 2,3-dideoxy-alpha-D-ribofuranos-5-yl group. It has a role as a Mycoplasma genitalium metabolite.